NC1=NC=NC=2N(C3=C(C=C(C=C3C21)C(F)(F)F)C)CC(=O)N2[C@@H]1C[C@@]1(C[C@H]2C(=O)NC2=NC(=CC=C2C)Br)C (1R,3S,5R)-2-(2-(4-amino-8-methyl-6-(trifluoromethyl)-9H-pyrimido[4,5-b]indol-9-yl)acetyl)-N-(6-bromo-3-methylpyridin-2-yl)-5-methyl-2-azabicyclo[3.1.0]hexane-3-carboxamide